CC1(CC(=CCC1)CCC=C(C)C)C=O 1-methyl-3-(4-methylpent-3-enyl)cyclohex-3-enecarbaldehyde